NC=1C2=C(N=CN1)N(C(=C2C2=CC=C(C=C2)OC2=NC(=CC=C2)Cl)C#CC2CN(C2)C2CCN(CC2)C(C=C)=O)C 1-(4-(3-((4-amino-5-(4-((6-chloropyridin-2-yl)oxy)phenyl)-7-methyl-7H-pyrrolo[2,3-d]pyrimidin-6-yl)ethynyl)azetidin-1-yl)piperidin-1-yl)prop-2-en-1-one